(R)-3-(benzyloxy)-1-(1-hydroxy-3-phenylpropan-2-yl)-2-methylpyridin-4-one C(C1=CC=CC=C1)OC1=C(N(C=CC1=O)[C@@H](CO)CC1=CC=CC=C1)C